4-(3-Chloro-1-methyl-1H-pyrazol-4-yl)-6-(3-(methylamino)azetidin-1-yl)pyrimidin-2-amine ClC1=NN(C=C1C1=NC(=NC(=C1)N1CC(C1)NC)N)C